(2-oxa-7-azaspiro[3.4]oct-7-yl)pyrazolo[1,5-a]pyrimidine-3-carboxylic acid ethyl ester C(C)OC(=O)C=1C(=NN2C1N=CC=C2)N2CCC1(COC1)C2